(4-(4-((1,1-dioxidobenzo[d]thiazol-5-yl)amino)quinolin-6-yl)-3-fluorophenyl)(morpholino)methanone O=S1(C=NC2=C1C=CC(=C2)NC2=CC=NC1=CC=C(C=C21)C2=C(C=C(C=C2)C(=O)N2CCOCC2)F)=O